F[C@@H]\1[C@@]2(C[C@@H]([C@H](C/C1=C\C1=CC=C(N=N1)C1=C(C=C(C=C1)N1C=NC=C1)O)N2)F)C 2-(6-((E)-((1S,2S,5S,6S)-2,6-difluoro-1-methyl-8-azabicyclo[3.2.1]octan-3-ylidene)methyl)pyridazin-3-yl)-5-(1H-imidazol-1-yl)phenol